di-(3,5-dibromophenyl)-diphenylsilane BrC=1C=C(C=C(C1)Br)[Si](C1=CC=CC=C1)(C1=CC=CC=C1)C1=CC(=CC(=C1)Br)Br